4-(1-methylpiperidin-4-yl)-N-(6-(p-tolylamino)-1H-pyrazolo[3,4-b]pyridin-3-yl)benzamide CN1CCC(CC1)C1=CC=C(C(=O)NC2=NNC3=NC(=CC=C32)NC3=CC=C(C=C3)C)C=C1